ClC=1C(N(C(=CC1OCC1=NC=C(C=C1F)F)C)C1=CC(=NC=C1C([2H])([2H])[2H])C=1N=C(SC1)C(C)(C)O)=O 3-Chloro-4-((3,5-difluoropyridin-2-yl)methoxy)-2'-(2-(2-hydroxypropan-2-yl)thiazol-4-yl)-6-Methyl-5'-(methyl-d3)-2H-[1,4'-bipyridyl]-2-one